Fmoc thiol C(=O)(OCC1C2=CC=CC=C2C2=CC=CC=C12)S